C(C)OC(=O)C1=CC(=CC=2SC3=CC=CC=C3C(C12)=O)S(=O)(=O)C1=CC=CC=C1 1-Ethoxycarbonyl-3-phenylsulfurylthioxanthone